2-(1-methyl-1H-imidazol-5-yl)-N-(4-methylcyclohexyl)-6-(trifluoromethyl)pyrimidine-4-carboxamide CN1C=NC=C1C1=NC(=CC(=N1)C(=O)NC1CCC(CC1)C)C(F)(F)F